C12C3C4C(CC(C3C(C=C1)C2)C4)CO Tetracyclo[6.2.1.13,6.02,7]dodeca-9-ene-4-methanol